(hydroxydimethylsilyl)ethyl methacrylate (hydroxydimethylsilyl)propyl-methacrylate O[Si](C)(C)CCCOC(C(=C)C)=O.C(C(=C)C)(=O)OCC[Si](C)(C)O